tert-Butyl 3-[[4-[[2-(5-chloro-2-methoxy-phenyl)acetyl]amino]pyridine-2-carbonyl]amino]piperidine-1-carboxylate ClC=1C=CC(=C(C1)CC(=O)NC1=CC(=NC=C1)C(=O)NC1CN(CCC1)C(=O)OC(C)(C)C)OC